1-[4-(trifluoromethyl)phenyl]ethan-1-one FC(C1=CC=C(C=C1)C(C)=O)(F)F